CN(C1=NC=CC(=C1)C1=CN2C(S1)=C(C=N2)C(=O)NC=2C(=NC=C(C(=O)OC)C2)C)C methyl 5-(2-(2-(dimethylamino)pyridin-4-yl)pyrazolo[5,1-b]thiazole-7-carboxamido)-6-methylnicotinate